2-(2-fluoro-4-(4-hydroxy-3-isopropylbenzyl)-5-isopropylphenoxy)-N,N-dimethylacetamide FC1=C(OCC(=O)N(C)C)C=C(C(=C1)CC1=CC(=C(C=C1)O)C(C)C)C(C)C